1-methyl-N-(4-(trifluoromethyl)-benzyl)-1H-pyrazol-4-amine CN1N=CC(=C1)NCC1=CC=C(C=C1)C(F)(F)F